ClC1=C2C(N(C(NC2=C(C=C1)S(=O)(=O)C1=CC=C2C=CN(C2=C1)[C@@H]1C[C@H](CC1)N(C)C)=O)O)=O 5-chloro-8-((1-((1S,3S)-3-(dimethylamino)cyclopentyl)-1H-indol-6-yl)sulfonyl)-3-hydroxyquinazoline-2,4(1H,3H)-dione